5-bromo-2-(N,N-dimethylcarbamoyl)-3-pyridinyl 3-[4-(4-chlorothiazol-2-yl)-1H-1,2,3-triazol-1-yl]-3-deoxy-2-O-ethyl-1-thio-α-D-galactopyranoside ClC=1N=C(SC1)C=1N=NN(C1)[C@@H]1[C@H]([C@@H](SC=2C(=NC=C(C2)Br)C(N(C)C)=O)O[C@@H]([C@@H]1O)CO)OCC